(1s,4s)-4-(4-amino-5-methyl-1H-pyrazol-1-yl)-1-(methylimino)hexahydro-1λ6-thiopyran 1-oxide NC=1C=NN(C1C)C1CCS(CC1)(=NC)=O